O1C2(CNCC=3C1=CC=1C=CC=NC1C3)CC2 4',5'-dihydro-3'H-spiro(cyclopropane-1,2'-[1,4]oxazepino[7,6-g]quinoline)